[C].[Al] aluminium carbon